NC1=C2C(=NC=N1)N(N=C2C2=CC=C(C=C2)NC(=O)C2=NN(C=C(C2=O)C2=CC=C(C=C2)F)C(C)C)CC(C)C N-(4-(4-amino-1-isobutyl-1H-pyrazolo[3,4-d]pyrimidin-3-yl)phenyl)-5-(4-fluorophenyl)-1-isopropyl-4-oxo-1,4-dihydropyridazine-3-carboxamide